1-Cyclopropyl-6-fluoro-7-(4-(6-(4-((R)-1-hydroxy-2-(N-methylacetamido)ethyl)phenoxy)pyrimidin-4-yl)-3-methylpiperazin-1-yl)-8-methoxy-4-oxo-1,4-dihydroquinoline-3-carboxylic acid C1(CC1)N1C=C(C(C2=CC(=C(C(=C12)OC)N1CC(N(CC1)C1=NC=NC(=C1)OC1=CC=C(C=C1)[C@H](CN(C(C)=O)C)O)C)F)=O)C(=O)O